[Cu].OC=1C=CC=C2C=CC=NC12.OC=1C=CC=C2C=CC=NC12.[Cu] copper bis(8-hydroxyquinoline) copper